The molecule is a diol that is propane 1,3-diol bearing additional amino and 4-nitrophenyl substituents at positions 2 and 1 respectively. It is an amino alcohol, a diol and a C-nitro compound. C1=CC(=CC=C1[C@H]([C@@H](CO)N)O)[N+](=O)[O-]